3-(N-(2-(i-butyloxycarbonyl)ethyl)amino)propyltrimethoxysilane C(C(C)C)OC(=O)CCNCCC[Si](OC)(OC)OC